Ethyl 2-(N-(4-(4-(7-(4,4-difluoropiperidin-1-yl)furo[2,3-c]pyridin-5-yl)-1H-pyrazol-1-yl)-3-(6-azaspiro[2.5]octan-6-yl)phenyl)sulfamoyl)acetate FC1(CCN(CC1)C=1N=C(C=C2C1OC=C2)C=2C=NN(C2)C2=C(C=C(C=C2)NS(=O)(=O)CC(=O)OCC)N2CCC1(CC1)CC2)F